C1(CC1)NC(C)C=1C=C(C=C(C1)OC)NC1=NC=C(C(=N1)NN1C(OC2=C1C=CC=C2)=O)C (2-(3-(1-(cyclopropylamino)ethyl)-5-methoxyphenylamino)-5-methylpyrimidin-4-ylamino)benzo[d]oxazol-2(3H)-one